N-(azetidin-3-yl)-4-[2-chloro-4-[[5-[1-(2-fluoroethyl)-3-(trifluoromethyl)pyrazol-4-yl]-1-methylimidazole-2-carbonyl]amino]benzoyl]piperazine-1-carboxamide N1CC(C1)NC(=O)N1CCN(CC1)C(C1=C(C=C(C=C1)NC(=O)C=1N(C(=CN1)C=1C(=NN(C1)CCF)C(F)(F)F)C)Cl)=O